4-benzyl-2-(3-methylisoxazol-5-yl)morpholine C(C1=CC=CC=C1)N1CC(OCC1)C1=CC(=NO1)C